C(C(O)C)(=O)OCCCC(C(=O)O)C(=O)O Dicarboxyl-butyl lactate